BrC1=CC=C2CN(C(C2=C1)=O)C(C1=NN=C(N1)C)C1=C(C=CC(=C1)F)OCOC 6-bromo-2-[[5-fluoro-2-(methoxymethoxy)phenyl]-(5-methyl-4H-1,2,4-triazol-3-yl)methyl]isoindolin-1-one